OC1=C(C(NC(=C1)CC1=CC(=CC=C1)OC)=O)C(=O)OCC ethyl 4-hydroxy-6-(3-methoxybenzyl)-2-oxo-1,2-dihydropyridine-3-carboxylate